5-[2-methyl-4-[[(2S)-1-methylpyrrolidin-2-yl]methoxy]pyrazol-3-yl]pyrazolo[1,5-a]pyridin CN1N=CC(=C1C1=CC=2N(C=C1)N=CC2)OC[C@H]2N(CCC2)C